C(C)(=O)N1C[C@@H](CC1)NC([C@H](CCCNC(=N)N)N)=O (S)-N-((R)-1-acetylpyrrolidin-3-yl)-2-amino-5-guanidinopentanamide